2,7-diazaspiro[4.4]nonane-2-acrylamide C1N(CCC12CNCC2)C=CC(=O)N